C(#N)C1=C(C=C(C(=C1)F)F)[C@H]([C@H](C)C=1N(C(C(=C(N1)C(=O)NC=1C=NOC1)O)=O)C)C=1C=NN(C1)C 2-((1s,2s)-1-(2-cyano-4,5-difluorophenyl)-1-(1-methyl-1H-pyrazol-4-yl)propan-2-yl)-5-hydroxy-N-(isoxazol-4-yl)-1-methyl-6-oxo-1,6-dihydropyrimidine-4-carboxamide